2-(2-((2-(1-(cyclopropylmethyl)-5-(pyridin-2-ylethynyl)-1H-benzo[d]imidazol-2-yl)ethyl)amino)ethyl)-N-((3-fluoropyridin-2-yl)methyl)oxazole-4-carboxamide C1(CC1)CN1C(=NC2=C1C=CC(=C2)C#CC2=NC=CC=C2)CCNCCC=2OC=C(N2)C(=O)NCC2=NC=CC=C2F